2-(3-bromophenyl)propan-2-ol BrC=1C=C(C=CC1)C(C)(C)O